tert-butyl N-{7-[(3aR,4R,6R,6aR)-6-ethenyl-2,2-dimethyl-tetrahydro-2H-furo[3,4-d][1,3]dioxol-4-yl]-5-bromo-7H-pyrrolo[2,3-d]pyrimidin-4-yl}-N-[(tert-butoxy)carbonyl]carbamate C(=C)[C@H]1O[C@H]([C@H]2[C@@H]1OC(O2)(C)C)N2C=C(C1=C2N=CN=C1N(C(OC(C)(C)C)=O)C(=O)OC(C)(C)C)Br